C(CCCCCCCCCCCCCCCCCCCCC)C(CCC)N(CCCC)CCC behenyl-propyldibutylamine